4-[[2-(5-hydroxypyridine-3-yl)phenyl]methyl]piperazine OC=1C=C(C=NC1)C1=C(C=CC=C1)CN1CCNCC1